FC(C1=CC=C(CC=2NC3=C(C=CC=C3C2)C=2N=NN(C2)C=2C=CC=C3C=CC(OC23)=O)C=C1)(F)F 8-(4-(2-(4-trifluoromethyl-benzyl)-1H-indol-7-yl)-1H-1,2,3-triazole-1-yl)-2H-chromen-2-one